C(C1=CC=CC=C1)O[C@H]1C(O[C@@H]([C@H]1OCC1=CC=CC=C1)COCC1=CC=CC=C1)(O)C1=CC=C2C(=NC=NN21)SC (3R,4R,5R)-3,4-bis(benzyloxy)-5-[(benzyloxy)methyl]-2-[4-(methylsulfanyl)pyrrolo[2,1-f][1,2,4]triazin-7-yl]oxolan-2-ol